3,3-dimethyl-6-vinyl-3,4-dihydro-quinolin-2(1H)-one CC1(C(NC2=CC=C(C=C2C1)C=C)=O)C